ClC=1C=CC(=C(C1)C1=C2C(=NC(=C1)C)C(=CS2)C(=O)O)OCCN2C(=NC1=CC(=C(C(=C1C2=O)C#N)N2CCN(CC2)C2COC2)C(F)(F)F)C 7-(5-Chloro-2-(2-(5-cyano-2-methyl-6-(4-(oxetan-3-yl)piperazin-1-yl)-4-oxo-7-(trifluoromethyl)quinazolin-3(4H)-yl)ethoxy)phenyl)-5-methylthieno[3,2-b]pyridine-3-carboxylic acid